CC(=C)C(=O)OCC(C(C(C(COC(=O)C(=C)C)(F)F)(F)F)(F)F)(F)F 2,2,3,3,4,4,5,5-Octafluoro-1,6-hexyldimethacrylate